5-bromo-N-((4R,5S,7R,8R,9S,10R)-8,10-dihydroxy-7-(hydroxymethyl)-9-(4-(3,4,5-trifluorophenyl)-1H-1,2,3-triazol-1-yl)-1,6-dioxaspiro[4.5]dec-4-yl)benzo[b]thiophene-3-carboxamide BrC1=CC2=C(SC=C2C(=O)N[C@@H]2CCO[C@]23O[C@@H]([C@@H]([C@@H]([C@H]3O)N3N=NC(=C3)C3=CC(=C(C(=C3)F)F)F)O)CO)C=C1